Benzylidene dichloride C(C1=CC=CC=C1)(Cl)Cl